4-(4-tert-butylphenyl)butanoic acid C(C)(C)(C)C1=CC=C(C=C1)CCCC(=O)O